2-(carboxy-formamido)-4,5,6,7-tetrahydrothieno[2,3-c]pyridine-3-carboxylic acid C(=O)(O)C(=O)NC1=C(C2=C(CNCC2)S1)C(=O)O